N-(2,4-dinitrophenyl)-3-(2-furyl)pyridinium [N+](=O)([O-])C1=C(C=CC(=C1)[N+](=O)[O-])[N+]1=CC(=CC=C1)C=1OC=CC1